CN1C=CC2=CC(=CC=C12)C=O 1-methyl-1H-indole-5-carbaldehyde